diethylcyclohexene-1,2-dicarboxylate C(C)OC(=O)C1=C(CCCC1)C(=O)OCC